BrCC(=O)C12COC(C1)(C2)CF 2-bromo-1-(1-(fluoromethyl)-2-oxabicyclo[2.1.1]hex-4-yl)ethan-1-one